NCCCOC1=CC=C2C=C(C(=CC2=C1)O)C=1N=NC(=CC1)N(C1CC(NC(C1)(C)C)(C)C)C 7-(3-amino-propoxy)-3-{6-[methyl-(2,2,6,6-tetramethyl-piperidin-4-yl)-amino]-pyridazin-3-yl}-naphthalen-2-ol